ClC1=C(C=C(OCC(=O)NC23CC(C2)(C3)NC(C3=C(C=CC=C3)S(=O)(=O)C)=O)C=C1)F N-{3-[2-(4-chloro-3-fluorophenoxy)acetamido]bicyclo[1.1.1]pentan-1-yl}-2-(methanesulfonyl)benzamide